2-(((2R,3R,4R,5R)-5-(6-amino-9H-purin-9-yl)-3-((tert-butyldimethylsilyl)oxy)-4-fluorotetrahydrofuran-2-yl)methoxy)-1,3,2-dithiaphospholane 2-sulfide NC1=C2N=CN(C2=NC=N1)[C@H]1[C@@H]([C@@H]([C@H](O1)COP1(SCCS1)=S)O[Si](C)(C)C(C)(C)C)F